(S)-(3-(1-(4-(4,4,5,5-tetramethyl-1,3,2-dioxaborolan-2-yl)phenyl)ethyl)-1,2,3-oxadiazol-3-ium-5-yl)((3-(trifluoromethyl)phenyl)carbamoyl)amide CC1(OB(OC1(C)C)C1=CC=C(C=C1)[C@H](C)[N+]1=NOC(=C1)[N-]C(NC1=CC(=CC=C1)C(F)(F)F)=O)C